[Cl-].[Cl-].CC=1C(C2=CC(=C(C(=C2C1)C1=CC(=CC(=C1)C)C)OC)C(C)(C)C)[Zr+2] [2-methyl-4-(3,5-dimethylphenyl)-5-methoxy-6-tert-butylinden-1-yl]zirconium dichloride